N-(1-acetylpiperidin-3-yl)-3-{[8-(1-methyl-1H-indol-6-yl)quinoxalin-6-yl]amino}pyridine C(C)(=O)N1CC(CCC1)N1CC(=CC=C1)NC=1C=C2N=CC=NC2=C(C1)C1=CC=C2C=CN(C2=C1)C